O1C(OCC1)C1=C(C=C(C=C1)C1(CC1)N)OCC1=CC=C(C=C1)OC 1-(4-(1,3-dioxolan-2-yl)-3-((4-methoxybenzyl)oxy)phenyl)cyclopropan-1-amine